N1(C=NC=C1)C1=NC(=CC2=C1CCC2)C(=O)N[C@@H]2CC[C@H](CC2)OC 1-(1H-imidazol-1-yl)-N-((trans)-4-methoxycyclohexyl)-6,7-dihydro-5H-cyclopenta[c]pyridine-3-carboxamide